dibenzyltin bis(2-ethylhexanoate) C(C)C(C(=O)[O-])CCCC.C(C)C(C(=O)[O-])CCCC.C(C1=CC=CC=C1)[Sn+2]CC1=CC=CC=C1